BrC1=NN2C(NC(=C(C2=O)N2CC3CCC(C2)N3C(=O)OC(C)(C)C)CC)=N1 tert-butyl 3-(2-bromo-5-ethyl-7-oxo-4,7-dihydro-[1,2,4]triazolo[1,5-a]pyrimidin-6-yl)-3,8-diazabicyclo[3.2.1]octane-8-carboxylate